C(#N)C1=CC=C(C=C1)C=1N=CN(C1C=1C=CC=2N(N1)C(=CN2)C#N)CC(F)F 6-(4-(4-cyanophenyl)-1-(2,2-difluoroethyl)-1H-imidazol-5-yl)imidazo[1,2-b]pyridazine-3-carbonitrile